1-methyl-3-(5-methyl-4,5,6,7-tetrahydropyrazolo-[1,5-a]pyrazin-2-ylamino)-5-(4,4,5,5-tetramethyl-1,3,2-dioxaborolan-2-yl)pyridin-2(1H)-one CN1C(C(=CC(=C1)B1OC(C(O1)(C)C)(C)C)NC1=NN2C(CN(CC2)C)=C1)=O